4-(3,4-dimethoxyphenyl)-3-butene-2-one COC=1C=C(C=CC1OC)C=CC(C)=O